8-(2-Fluorophenyl)-N,N-dimethyl-6,8-dihydro-5H-[1,2,4]triazolo[5,1-c][1,4]oxazin-2-carboxamid FC1=C(C=CC=C1)C1OCCN2C1=NC(=N2)C(=O)N(C)C